N(=C=O)C1=C(C=CC=C1)CCCC1=C(C=CC=C1)N=C=O 1,3-bis(isocyanatophenyl)propane